F[C@H]1C[C@@]2(C[C@H]12)C(=O)O |r| rac-(1R,3s,4s)-3-fluorobicyclo[2.1.0]pentane-1-carboxylic acid